hexahydro-1H-pyrrolizine C1CCN2CCCC12